N-(6-(2H-1,2,3-triazol-2-yl)-5-(trifluoromethyl)pyridin-3-yl)-4-(3-amino-5-cyclopropylpyridin-4-yl)-2-chloro-5-fluorobenzamide N=1N(N=CC1)C1=C(C=C(C=N1)NC(C1=C(C=C(C(=C1)F)C1=C(C=NC=C1C1CC1)N)Cl)=O)C(F)(F)F